C(=O)C1=C(C=C(C#N)C=C1O)O 4-Formyl-3,5-dihydroxybenzonitrile